3-((6S,8R)-6-(2-(difluoromethoxy)-6-fluoro-4-((1-(3-fluoropropyl)azetidin-3-yl)amino)phenyl)-8-methyl-3,6,8,9-tetrahydro-7H-pyrazolo[4,3-f]isoquinolin-7-yl)-2,2-difluoropropane FC(OC1=C(C(=CC(=C1)NC1CN(C1)CCCF)F)[C@H]1N([C@@H](CC2=C3C(=CC=C12)NN=C3)C)CC(C)(F)F)F